C(C)(C)(C)C1=CC=C(C=C1)O para-tertiary-butylphenol